N1CCC(CC1)OCC#CC1=CC=2N(C=C1)C(=CN2)N2C(NC(CC2)=O)=O 1-[7-[3-(4-piperidyloxy)prop-1-ynyl]imidazo[1,2-a]pyridin-3-yl]hexahydropyrimidine-2,4-dione